C=1N=CN2C1C1=CC=CC=C1[C@@H]2[C@H]2[C@@H](C=1C=CN=CC1CC2)O (5S,6S)-6-((S)-5H-imidazo[5,1-a]isoindol-5-yl)-5,6,7,8-tetrahydroisoquinolin-5-ol